(5-(2,6-Diisopropylphenyl)-2-mesitylimidazo[1,5-a]pyridin-3(2H)-ylidene)gold(I) chloride C(C)(C)C1=C(C(=CC=C1)C(C)C)C1=CC=CC=2N1C(N(C2)C2=C(C=C(C=C2C)C)C)=[Au-2]Cl